N1(CCOCC1)C1=CC=C(C=C1)NC1=CC(=NC=N1)C1=CC=C(C=C1)NC(C=CC)=O N-(4-(6-(4-morpholinylphenylamino)pyrimidin-4-yl)phenyl)-2-butenamide